FC=1SC(=C2C1CCC(C2)NC)F 1,3-difluoro-N-methyl-4,5,6,7-tetrahydro-2-benzothiophen-5-amine